C(=O)(O)C=1C(OC2=CC=CC=C2C1)=O Carboxyl-coumarin